(R)-N-(piperidin-3-yl)-6-(6-(2,2,2-trifluoroethoxy)imidazo[1,2-a]pyrazin-3-yl)pyridin-2-amine N1C[C@@H](CCC1)NC1=NC(=CC=C1)C1=CN=C2N1C=C(N=C2)OCC(F)(F)F